7-oxobicyclo[2.2.1]hept-5-ene-2-carboxamide O=C1C2C(CC1C=C2)C(=O)N